CNC(C1=C(C=CC=C1)SC1=CC=C2C(=NNC2=C1)\C=C\C1=NC=C(C=C1)OC[C@H]1CN(CC1)C)=O N-methyl-2-({3-[(E)-2-(5-{[(3R)-1-methylpyrrolidin-3-yl]methoxy}pyridin-2-yl)vinyl]-1H-indazol-6-yl}thio)benzamide